COC=1C(=CC=C2C=CNC12)[N+](=O)[O-] 7-methoxy-6-nitro-1H-indole